3-amino-N-(4-(4-amino-2-(ethoxymethyl)-1H-imidazo[4,5-c]quinolin-1-yl)butyl)benzamide NC=1C=C(C(=O)NCCCCN2C(=NC=3C(=NC=4C=CC=CC4C32)N)COCC)C=CC1